4-(imidazo[1,2-a]pyridin-3-yl)-N-(pyridinyl)pyrimidine-2-amine N=1C=C(N2C1C=CC=C2)C2=NC(=NC=C2)NC2=NC=CC=C2